3-[(1R)-1-({3-chloro-6-[2-(dimethylphosphoryl)pyrimidin-5-yl]-7-fluoro-1,5-naphthyridin-4-yl}amino)ethyl]-4-fluorobenzonitrile ClC=1C=NC2=CC(=C(N=C2C1N[C@H](C)C=1C=C(C#N)C=CC1F)C=1C=NC(=NC1)P(=O)(C)C)F